Fmoc-4-(aminomethyl)benzoic acid C1=CC=C2C(=C1)C(C3=CC=CC=C32)COC(=O)C4=C(C=CC(=C4)CN)C(=O)O